2-(1-(((tert-butyldimethylsilyl)oxy)methyl)-cyclobutyl)pyrimidine [Si](C)(C)(C(C)(C)C)OCC1(CCC1)C1=NC=CC=N1